N-(2-(3,3-dimethylbut-1-yn-1-yl)pyridin-4-yl)-6-fluoro-[1,2,4]triazolo[4,3-a]quinazolin-5-amine CC(C#CC1=NC=CC(=C1)NC1=NC=2N(C3=CC=CC(=C13)F)C=NN2)(C)C